C(C1=CC=CC=C1)N1CCC2(CC1)CN(C1=CC=CC=C12)S(=O)(=O)CC1=CC=CC=C1 benzyl-1-phenylmethanesulfonyl-1,2-dihydrospiro[indole-3,4'-piperidine]